tert-butyl formate methanesulfonate CS(=O)(=O)O.C(=O)OC(C)(C)C